CC1=C(C=CC(=C1)[N+](=O)[O-])NS([O-])(=O)=O.[Na+] Sodium N-(2-methyl-4-nitrophenyl)sulfamate